(R)-N-(5-(5-(difluoromethyl)-1,2,4-oxadiazol-3-yl)-2,3-dihydro-1H-inden-1-yl)-6-methylpyrimidine-4-carboxamide FC(C1=NC(=NO1)C=1C=C2CC[C@H](C2=CC1)NC(=O)C1=NC=NC(=C1)C)F